NC1=C(C2=C(C(N1C1=C3C=NNC3=CC=C1Cl)=O)C(=C(S2)CC)C)C(=O)N 6-amino-5-(5-chloro-1H-indazol-4-yl)-2-ethyl-3-methyl-4-oxo-4,5-dihydrothieno[3,2-c]pyridine-7-carboxamide